(Z)-3-ethoxy-4-(hex-3-en-1-yloxy)benzaldehyde C(C)OC=1C=C(C=O)C=CC1OCC\C=C/CC